(Z)-2-(2,6-dioxopiperidin-3-yl)-4-((2-(2-(4-(1-(4-hydroxyphenyl)-2-phenylbut-1-en-1-yl)phenoxy)ethoxy)ethyl)amino)isoindoline-1,3-dione O=C1NC(CCC1N1C(C2=CC=CC(=C2C1=O)NCCOCCOC1=CC=C(C=C1)\C(=C(\CC)/C1=CC=CC=C1)\C1=CC=C(C=C1)O)=O)=O